3-oxo-2,3-dihydro-1H-indazole-5-carbonitrile O=C1NNC2=CC=C(C=C12)C#N